tert-butyl (R)-3-(pent-4-en-1-ylamino)pyrrolidine-1-carboxylate C(CCC=C)N[C@H]1CN(CC1)C(=O)OC(C)(C)C